Methyl (2E)-3-(3-methoxy-2-nitrophenyl)-2-propenoate COC=1C(=C(C=CC1)/C=C/C(=O)OC)[N+](=O)[O-]